1-[4-(4-{3-[(2R)-2-methyl-pyrrolidin-1-yl]-propoxy}-phenoxy)-piperidin-1-yl]-ethanone dihydrocitrate C(=O)(O)CC(O)(C(=O)O)CC(=O)[O-].C[C@H]1N(CCC1)CCCOC1=CC=C(OC2CCN(CC2)C(C)=O)C=C1